C(C)OCOC1=C(C(=O)C2=CC=C(C(=O)O)C=C2)C=C(C=C1)C 4-(2-(ethoxymethoxy)-5-methylbenzoyl)benzoic acid